Bis[(diphenylphosphanyl)methyl]amine palladium(II) [Pd+2].C1(=CC=CC=C1)P(C1=CC=CC=C1)CNCP(C1=CC=CC=C1)C1=CC=CC=C1